C=1(C(=CC(N)=CC1)S(=O)(=O)[O-])C=1C(=CC(N)=CC1)S(=O)(=O)[O-] 2,2'-benzidinedisulfonate